2-(((1R)-1-(2-(4-(2-cyano-4-(trifluoromethyl)phenyl)-2-methylpiperazin-1-yl)-3,7-dimethyl-4-oxo-4H-pyrido[1,2-a]pyrimidin-9-yl)ethyl)amino)benzoic acid C(#N)C1=C(C=CC(=C1)C(F)(F)F)N1CC(N(CC1)C=1N=C2N(C(C1C)=O)C=C(C=C2[C@@H](C)NC2=C(C(=O)O)C=CC=C2)C)C